ClC1=CC=C(C=C1)C1=NOC(=C1)C(C(C(F)(F)F)(F)F)(F)F (4-chlorophenyl)-5-(heptafluoropropyl)isoxazole